BrCC(=O)C1=CC(=CS1)C1CN(CC1)C(=O)OC(C)(C)C tert-butyl 3-(5-(2-bromoacetyl)thiophen-3-yl)pyrrolidine-1-carboxylate